(2R,3R,4R,5S)-2-((methylamino)methyl)-5-((6-(trifluoromethyl)pyrazin-2-yl)amino)tetrahydro-2H-pyran-3,4-diol CNC[C@H]1OC[C@@H]([C@H]([C@H]1O)O)NC1=NC(=CN=C1)C(F)(F)F